FC=1C=C2C(=CN3C2=C(C1)CN(CC3)C(=O)N3CCC1(CCN(C1)C)CC3)C3=CNC=C3C3=CN=C1N3C=CC=C1 3-(9-fluoro-2-(2-methyl-2,8-diazaspiro[4.5]decane-8-carbonyl)-1,2,3,4-tetrahydro-[1,4]diazepino[6,7,1-hi]indol-7-yl)-4-(imidazo[1,2-a]pyridin-3-yl)-1H-pyrrole